[C@H]12CN(C[C@H](CC1)N2)C=2C=CC(=C(C(=O)N[C@H](C)C=1C=C(C=C(C1)OC)C=1C=C(N(C1)CC)C(=O)NC)C2)C 4-[3-[(1R)-1-[[5-[(1R,5S)-3,8-diazabicyclo[3.2.1]oct-3-yl]-2-methyl-benzoyl]amino]ethyl]-5-methoxy-phenyl]-1-ethyl-N-methyl-pyrrole-2-carboxamide